((5-bromobenzo[b]thiophen-2-yl)methyl)carbamic acid phenyl ester C1(=CC=CC=C1)OC(NCC1=CC2=C(S1)C=CC(=C2)Br)=O